ClC=1C(=CC(=C(C1)C)S(=O)(=O)O)N=NC1=C(C(=CC2=CC=CC=C12)C(=O)O)O 4-(5-chloro-2-sulfo-p-tolylazo)-3-hydroxy-2-naphthoic acid